N-methyl-2-isopropyl-1H-benzo[d]imidazole-5-carboxamide CNC(=O)C1=CC2=C(NC(=N2)C(C)C)C=C1